4-(4-chlorophenyl)-5-(cyclopropylmethyl)-2-(2-methyl-2H-indazol-5-yl)-3-oxo-3,5-dihydro-2H-pyrrolo[3,2-c]pyridazine-7-carbonitrile ClC1=CC=C(C=C1)C1=C2C(=NN(C1=O)C1=CC3=CN(N=C3C=C1)C)C(=CN2CC2CC2)C#N